CNC(=O)C=1C=CC2=C(N(C(=N2)C2=CC(=C(C(=C2)OC)OC)OC)[C@@H]2C[C@@H](CC2)C(NC)=O)C1 N-methyl-1-((1S,3R)-3-(methylcarbamoyl)cyclopentyl)-2-(3,4,5-trimethoxyphenyl)-1H-benzo[d]imidazole-6-carboxamide